FC=1C=C(C(=NC1)C1(C=C(C(C(C1)(C)C)=O)C#N)OC)C1=CC(=NC=C1)C 3-(5-fluoro-2'-methyl[3,4'-bipyridin]-2-yl)-3-methoxy-5,5-dimethyl-6-oxocyclohex-1-ene-1-carbonitrile